NC=1C=C2CCN(CC2=CC1)C(=O)O 6-amino-3,4-dihydro-1H-isoquinoline-2-carboxylic acid